3-(2-Boronoethyl)-2-hydroxy-6-[(1-{[(2S)-pyrrolidin-2-yl]acetyl}azetidin-3-yl)oxy]benzoic acid B(O)(O)CCC=1C(=C(C(=O)O)C(=CC1)OC1CN(C1)C(C[C@H]1NCCC1)=O)O